N-((15-methyl-3-(13-methyltetradecyloxy)-hexadecanoyl)-glycyl)-serine CC(CCCCCCCCCCCC(CC(=O)NCC(=O)N[C@@H](CO)C(=O)O)OCCCCCCCCCCCCC(C)C)C